3,6-diamino-N2,N5-bis((2,2-dimethyl-1,3-dioxolan-4-yl)methyl)pyrazine-2,5-dicarboxamide NC=1C(=NC(=C(N1)C(=O)NCC1OC(OC1)(C)C)N)C(=O)NCC1OC(OC1)(C)C